8-chloro-2-(5-(hydroxymethyl)-1H-pyrazol-3-yl)isoquinolin-1(2H)-one ClC=1C=CC=C2C=CN(C(C12)=O)C1=NNC(=C1)CO